8-methyl-8-acetoxytetracyclo[4.4.0.12,5.17,10]dodec-3-ene CC1(C2C3C4C=CC(C3C(C1)C2)C4)OC(C)=O